2-(4-(1H-pyrazol-4-yl)phenyl)-2,8-diazaspiro[4.5]Decan-1-one N1N=CC(=C1)C1=CC=C(C=C1)N1C(C2(CC1)CCNCC2)=O